FC1=CC=C(/C=C/C=2C=C(C=CC2NCCC=2SC=CN2)NC(C=C)=O)C=C1 (E)-N-(3-(4-fluorostyryl)-4-((2-(thiazol-2-yl)ethyl)amino)phenyl)acrylamide